tert-Butyl 3-(2-cyano-4-pyridyl)azetidine-1-carboxylate C(#N)C1=NC=CC(=C1)C1CN(C1)C(=O)OC(C)(C)C